CC1=CC2C(C2(C)C)CC1O trans-2-Caren-4-ol